C(C)(C)(C)OC(=O)N[C@H](C(=O)N[C@H](C(=O)O)CC1=CC=C(C=C1)O)CC1=CC(=C(C=C1)O)O (2S)-2-[(2S)-2-[(tert-butoxycarbonyl)amino]-3-(3,4-dihydroxyphenyl)propaneamido]3-(4-hydroxyphenyl)propionic acid